methyl 5-methylspiro[2.5]octa-4,6-diene-4-carboxylate CC1=C(C2(CC2)CC=C1)C(=O)OC